(1R)-9-bromo-1-methyl-N-(1-methylcyclopropyl)-4-[(1-methylpyrazol-4-yl)methyl]-5-oxo-1H,2H-imidazo[1,2-a]quinazoline-7-sulfonamide BrC=1C=C(C=C2C(N(C=3N(C12)[C@@H](CN3)C)CC=3C=NN(C3)C)=O)S(=O)(=O)NC3(CC3)C